(S)-quinuclidin-3-yl (2,2-dimethyl-6-(2,3,4-trifluorophenyl)-1,2,3,4-tetrahydronaphthalen-1-yl)carbamate CC1(C(C2=CC=C(C=C2CC1)C1=C(C(=C(C=C1)F)F)F)NC(O[C@@H]1CN2CCC1CC2)=O)C